(S)-3-(trideuteriomethoxy)propane-1,2-diol [2H]C(OC[C@H](CO)O)([2H])[2H]